Tert-butyl N-[[1-[[1-(2,6-dioxo-3-piperidyl)-3-methyl-2-oxo-benzimidazol-5-yl]methyl]-4-piperidyl]methyl]-N-methylcarbamate O=C1NC(CCC1N1C(N(C2=C1C=CC(=C2)CN2CCC(CC2)CN(C(OC(C)(C)C)=O)C)C)=O)=O